3-bromo-5-(cyclopropyl-(methoxy)methyl)-1-methyl-1H-pyrazole BrC1=NN(C(=C1)C(OC)C1CC1)C